ClC1=C(C=C(C=C1)C(F)(F)F)SC=1N=C2C(=NC1)NC(=N2)N2CCC(CC2)(N)C 1-(5-((2-chloro-5-(trifluoromethyl)phenyl)thio)-1H-imidazo[4,5-b]pyrazin-2-yl)-4-methylpiperidin-4-amine